(S)-(9H-fluoren-9-yl)methyl (4-(2-(3,4-dichlorophenoxy)acetamido)-3-hydroxybicyclo[2.2.2]octan-1-yl)carbamate ClC=1C=C(OCC(=O)NC23[C@H](CC(CC2)(CC3)NC(OCC3C2=CC=CC=C2C=2C=CC=CC32)=O)O)C=CC1Cl